D-1-thiomannose S=C[C@@H](O)[C@@H](O)[C@H](O)[C@H](O)CO